(3R)-3-ethyl-5-fluoro-2-(spiro[3.5]nonan-2-ylmethyl)-3,4-dihydro-1H-isoquinoline-7-carbohydroxamic acid C(C)[C@H]1N(CC2=CC(=CC(=C2C1)F)C(=O)NO)CC1CC2(C1)CCCCC2